ClC1=C(OCCCCCCCCCCS(=O)(=O)[O-])C=C(C=C1)Cl.[Na+] sodium 10-(2,5-dichlorophenoxy)decane-1-sulfonate